7-methoxy-2-methyl-6-(((S)-tetrahydrofuran-3-yl)amino)quinazolin COC1=C(C=C2C=NC(=NC2=C1)C)N[C@@H]1COCC1